C(C1=CC=CC=C1)[As](O)(O)=O benzylarsonic acid